1-chloro-2-(2-fluoroethoxy)ethane ClCCOCCF